Bis(1,3,5,7-cyclooctatetraene) nickel (0) [Ni].C1=CC=CC=CC=C1.C1=CC=CC=CC=C1